2-(2-chloropyrimidin-5-yl)propan-2-ol ClC1=NC=C(C=N1)C(C)(C)O